C(CC)P(=O)([O-])CC propylethylhypophosphite